N1=CC(=CC=C1)[C@@H]1N(CCC1)CC1=CC=C(C=C1)NC(OCC1=CN=CO1)=O oxazol-5-ylmethyl (R)-(4-((2-(pyridin-3-yl)pyrrolidin-1-yl)methyl)phenyl)carbamate